ClC=1C(=C(CN2CCC(CC2)(C(=O)O)CC2=NC(=CC=C2C)NC2=NNC(=C2)C)C=CC1)F 1-(3-chloro-2-fluorobenzyl)-4-((3-methyl-6-((5-methyl-1H-pyrazol-3-yl)amino)pyridin-2-yl)methyl)-piperidine-4-carboxylic acid